ClC=1C(=CC(=NC1)NC(=O)[C@@H]1C[C@@H](CCC1)NC(=O)[C@H]1COCC1)C1=C2N(N=C1)CC(C2)(C)C (R)-N-((1R,3s)-3-((5-chloro-4-(5,5-dimethyl-5,6-dihydro-4H-pyrrolo[1,2-b]pyrazol-3-yl)pyridin-2-yl)carbamoyl)cyclohexyl)tetrahydrofuran-3-carboxamide